BrC1=CN(NC=C1Br)C1OCCCC1 4,5-dibromo-2-(tetrahydro-2H-pyran-2-yl)pyridazin